2-amino-6-(cyanomethyl)-pyrazolo[1,5-a]pyrimidine-3-carboxylic acid NC1=NN2C(N=CC(=C2)CC#N)=C1C(=O)O